5-(3-hydroxy-2,6-dimethyl-phenyl)pyrrolo[2,3-b]Pyrazine-7-carboxamide OC=1C(=C(C(=CC1)C)N1C=C(C=2C1=NC=CN2)C(=O)N)C